N-(2-nitrobenzyloxycarbonyl)imidazole [2,3-dibutyl-(1-aziridinyl)]propionate C(CCC)C1N(C1CCCC)C(C(=O)O)C.[N+](=O)([O-])C1=C(COC(=O)N2C=NC=C2)C=CC=C1